CNC1=NC=C(C=C1[N+](=O)[O-])[N+](=O)[O-] N-methyl-3,5-dinitro-pyridin-2-amine